di-(sec-butyl) peroxydicarbonate C(=O)(OC(C)CC)OOC(=O)OC(C)CC